NC1CC(C1)C#CC=1C(=C(C(=CC1)O)N1CC(NS1(=O)=O)=O)F 5-(3-(((1S,3S)-3-aminocyclobutyl)ethynyl)-2-fluoro-6-hydroxyphenyl)-1,2,5-thiadiazolidin-3-one 1,1-dioxide